(Z)-N-(2-(4-(4-chloro-1,2-diphenylbut-1-en-1-yl)phenoxy)ethyl)-6-((2-(2,6-dioxopiperidin-3-yl)-1-oxoisoindolin-4-yl)sulfanyl)-N-methylhexanamide ClCC/C(=C(\C1=CC=CC=C1)/C1=CC=C(OCCN(C(CCCCCSC2=C3CN(C(C3=CC=C2)=O)C2C(NC(CC2)=O)=O)=O)C)C=C1)/C1=CC=CC=C1